7-((1R,2R,3R,5S)-5-Acetoxy-2-((1E,4S)-7-cyclopropyl-4-methyl-3-oxohept-1-en-6-yn-1-yl)-3-((tetrahydro-2H-pyran-2-yl)oxy)cyclopentyl)heptanoic acid methyl ester COC(CCCCCC[C@@H]1[C@H]([C@@H](C[C@@H]1OC(C)=O)OC1OCCCC1)\C=C\C([C@H](CC#CC1CC1)C)=O)=O